6-(2-chloro-3-(2,3-dichloropyridin-4-yl)phenyl)-1-methyl-1H-pyrrolo[2,3-b]pyridine-3-carbaldehyde ClC1=C(C=CC=C1C1=C(C(=NC=C1)Cl)Cl)C1=CC=C2C(=N1)N(C=C2C=O)C